S(=O)(=O)(O)C(C(C(=O)[O-])(N1C(CCC1=O)=O)S(=O)(=O)O)CCCCC(=O)[O-] Bis-SulfoSuccinimidylSuberate